C(C)(=O)SCCNC(CCNC([C@@H](C(COP(OP(OC[C@@H]1[C@H]([C@H]([C@@H](O1)N1C=NC=2C(N)=NC=NC12)O)OP(=O)(O)O)(=O)O)(=O)O)(C)C)O)=O)=O Acetoyl-Coenzyme A